BrCC(=O)C1=C(C=CC=C1)C 2-bromo-1-(tolyl)ethan-1-one